Cl.CC1(CCN(CC1)C1=CC(NC2=CC=CC=C12)=O)NS(=O)(=O)N N-(4-methyl-1-(2-oxo-1,2-dihydroquinolin-4-yl)piperidin-4-yl)sulfamide hydrochloride